C(=C)C1=CC=C(CCOC=2C=CC(=NC2)C=O)C=C1 5-(4-vinylbenzyl-methoxy)pyridine-2-formaldehyde